C12CCCCC2O1 7-oxa-bicyclo[4.1.0]heptane